C(N)(=O)C=1C(=NNC1NC1=CC(=NC=C1)OC)C1=CC=C(C=C1)NC(=O)N1CCC2=CC=CC=C12 N-(4-(4-carbamoyl-5-((2-methoxypyridin-4-yl)amino)-1H-pyrazol-3-yl)phenyl)indoline-1-carboxamide